C(C)SC(COC1=C(C=C(C=C1)Cl)C)=O 2-methyl-4-chlorophenoxymonothioacetic acid S-ethyl ester